1-[6-(2-hydroxypropan-2-yl)pyridin-2-yl]-2-(prop-2-en-1-yl)pyrazolo[3,4-d]pyrimidin-3-one OC(C)(C)C1=CC=CC(=N1)N1N(C(C=2C1=NC=NC2)=O)CC=C